C(=C\C1=CC=CC=C1)/C=1C(OC2(C1)CC1(CCCC1)CO2)=O (E)-3-styryl-1,13-dioxadispiro[4.1.47.25]tridec-3-en-2-one